3-(2-chloro-4-fluorophenoxy)-N-(2-(S-methylsulfonimidoyl)pyridin-4-yl)-6-(trifluoromethyl)pyridazine-4-carboxamide ClC1=C(OC=2N=NC(=CC2C(=O)NC2=CC(=NC=C2)S(=O)(=N)C)C(F)(F)F)C=CC(=C1)F